O=C1NC(CCC1N1C(C2=CC=CC(=C2C1=O)N1CCC(CC1)O)=O)=O 2-(2,6-dioxo-3-piperidyl)-4-(4-hydroxy-1-piperidyl)isoindoline-1,3-dione